4-((7-(2,3-dichloro-6-methoxyphenyl)imidazo[1,2-a]pyridin-2-yl)methyl)-3-oxopiperazine-1-carboxylate ClC1=C(C(=CC=C1Cl)OC)C1=CC=2N(C=C1)C=C(N2)CN2C(CN(CC2)C(=O)[O-])=O